2-[3-(4-bromophenyl)-2-oxo-benzimidazol-1-yl]acetic acid BrC1=CC=C(C=C1)N1C(N(C2=C1C=CC=C2)CC(=O)O)=O